((allyloxy)difluoromethyl)-4-chlorobenzofuro[3,2-d]pyrimidine C(C=C)OC(F)(F)C=1N=C(C2=C(N1)C1=C(O2)C=CC=C1)Cl